N-((S)-1-amino-1-oxo-3-((S)-2-oxopyrrolidin-3-yl)propan-2-yl)-2-(4-methoxy-1H-indole-2-carbonyl)-2-azaspiro[4.5]decane-3-carboxamide NC([C@H](C[C@H]1C(NCC1)=O)NC(=O)C1N(CC2(C1)CCCCC2)C(=O)C=2NC1=CC=CC(=C1C2)OC)=O